C(#N)C1=NC(=CC=C1O[C@@H]1C[C@H](CCC1)C(=O)OC(C)C)C=1C=NN(C1COC(N(C)C1CCCC1)=O)C |r| (+/-)-isopropyl (1S,3S)-3-((2-cyano-6-(5-(((cyclopentyl(methyl)carbamoyl)oxy) methyl)-1-methyl-1H-pyrazol-4-yl)pyridin-3-yl)oxy)cyclohexane-1-carboxylate